FC([C@H](C1COC1)CC(=O)NC=1N=C2N(CCOC3=C2C=CC(=C3)N[C@H](C(=O)N)C)C1)F (S)-2-((2-(N-((S)-2,2-difluoro-1-(oxetan-3-yl)ethyl)acetylamino)-5,6-dihydrobenzo[f]imidazo[1,2-d][1,4]oxazepin-9-yl)amino)propionamide